(2R)-2-Amino-N-[3-fluoro-4-(1H-pyrrolo[2,3-b]pyridin-4-yl)phenyl]-4-methyl-Pentanamide N[C@@H](C(=O)NC1=CC(=C(C=C1)C1=C2C(=NC=C1)NC=C2)F)CC(C)C